FC1=C(C=CC=C1)[C@@H](C)N(C(OC(C)(C)C)=O)CC1=NC=C(C=C1)OC(F)(F)F tert-butyl (R)-(1-(2-fluorophenyl)ethyl)((5-(trifluoromethoxy)pyridin-2-yl)methyl)carbamate